2-methoxy-5-[[2-oxo-2-[Rac-(2R,5S)-5-methyl-2-[2-[Rac-(3R,4R)-1,3-dimethyl-4-piperidyl]-1,3-Benzothiazol-5-Yl]-1-piperidyl]Acetyl]amino]pyridine-3-carboxamide COC1=NC=C(C=C1C(=O)N)NC(C(N1[C@H](CC[C@@H](C1)C)C=1C=CC2=C(N=C(S2)[C@H]2[C@H](CN(CC2)C)C)C1)=O)=O |r|